(1-(2-Chloro-5-(4-fluoro-but-1-yn-1-yl)pyridin-4-yl)-4-methylpiperidin-4-yl)methanol ClC1=NC=C(C(=C1)N1CCC(CC1)(C)CO)C#CCCF